C(C)(C)(C)OC(N(C=1N=NC=C(C1)C=C)CC1=C(C=C(C=C1)OC)OC)=O.ClCC(=O)N1CC(OCCC1)C 2-chloro-1-(2-methyl-1,4-oxazepan-4-yl)ethanone tert-Butyl-(2,4-dimethoxybenzyl)(5-vinylpyridazin-3-yl)carbamate